C1(CC1)C1=C(N=C2N1CCOC1=C2C=CC(=C1)N[C@H](C(=O)N)C)N1C(OC[C@H]1C(F)F)=O (S)-2-((3-Cyclopropyl-2-((S)-4-(difluoromethyl)-2-oxooxazolidin-3-yl)-5,6-dihydrobenzo[f]imidazo[1,2-d][1,4]oxazepin-9-yl)amino)propionamide